monotetradecyl-diphenylamine C(CCCCCCCCCCCCC)N(C1=CC=CC=C1)C1=CC=CC=C1